C(C)(=O)C=1C=C(C=CC1)NC(=O)N[C@@H](C(=O)O)C (2R)-2-([(3-ACETYLPHENYL)CARBAMOYL]AMINO)PROPANOIC ACID